C(C)(C)C1=CC=C2C=3C=CCC(C3C=CC2=C1)(C)C 7-isopropyl-1,1-dimethylphenanthren